C(CCC\C=C/C\C=C/C\C=C/C\C=C/CCCCC)C(O)CCCC\C=C/C\C=C/C\C=C/C\C=C/CCCCC diarachidonyl-methanol